C(C1=CC=CC=C1)N(C(CC1=CC=CC=C1)=O)CC1=CC=CC=C1 N,N-dibenzylphenylacetamide